FC(C(=O)O)(F)F.NC1=NC=CC(=C1Cl)C1=NNC2=NC(=CN=C21)N2CCC1([C@@H](C=3N(N=CC3)C1)N)CC2 (S)-1-(3-(2-amino-3-chloropyridin-4-yl)-1H-pyrazolo[3,4-b]pyrazin-6-yl)-4'H,6'H-spiro[piperidine-4,5'-pyrrolo[1,2-b]pyrazol]-4'-amine (trifluoroacetate)